C(C)(C)(C)OC(=O)N1C(CCCC1)N1N=NC=2C(=NC=3C(=C(C(=CC3C21)I)Br)F)SC (7-bromo-6-fluoro-8-iodo-4-(methylsulfanyl)-1H-[1,2,3]triazolo[4,5-c]quinolin-1-yl)piperidine-1-carboxylic acid tert-butyl ester